N-(8-Chloro-[1-(pyridin-2-yl)piperidin-4-yl]-5,6-dihydro-4H-[1,2,4]triazolo[4,3-a][1]benzazepin-5-yl)-2-methylpropanamid ClC=1C=CC2=C(CC(CC=3N2C(=NN3)C3CCN(CC3)C3=NC=CC=C3)NC(C(C)C)=O)C1